C(#N)C1=C(C=CC=C1)C(C(C)C=1N(C(C(=C(N1)C(=O)O)OC)=O)C)C=1C=NN(C1)CC(C)(C)OC 2-[1-(2-cyanophenyl)-1-[1-(2-methoxy-2-methylpropyl)pyrazol-4-yl]propan-2-yl]-5-methoxy-1-methyl-6-oxopyrimidine-4-carboxylic acid